1-(3-fluoropyridin-2-yl)-4-(4-(trifluoromethoxy)phenyl)-1H-pyrazol-5-amine FC=1C(=NC=CC1)N1N=CC(=C1N)C1=CC=C(C=C1)OC(F)(F)F